COC(=O)N1CC(CC1)C=1N2C(=NN1)C[C@H](C2)C2=C(C(=CC=C2O)Cl)Cl 3-((S)-6-(2,3-dichloro-6-hydroxyphenyl)-6,7-dihydro-5H-pyrrolo[2,1-c][1,2,4]triazol-3-yl)pyrrolidine-1-carboxylic acid methyl ester